FC1=C(C=CC(=C1F)OC)OB(O)O 2,3-difluoro-4-methoxyphenylboric acid